7-(2-fluoro-6-methyl-phenyl)-N-(1-methyl-4-piperidyl)isoquinolin-5-amine FC1=C(C(=CC=C1)C)C=1C=C(C=2C=CN=CC2C1)NC1CCN(CC1)C